COC(=O)C=1N(C=CC1C1=CC=C(C=C1)F)C 3-(4-fluorophenyl)-1-methyl-1H-pyrrole-2-carboxylic acid methyl ester